[Li].FC(F)(F)S(=O)(=O)O trifluoromethylsulfonic acid lithium